(1R,3S,5R)-2-(2-(3-acetyl-5-((3-methyloxetan-3-yl)amino)-1H-indol-1-yl)acetyl)-N-(6-bromo-3-methylpyridin-2-yl)-5-methyl-2-azabicyclo[3.1.0]hexane-3-carboxamide C(C)(=O)C1=CN(C2=CC=C(C=C12)NC1(COC1)C)CC(=O)N1[C@@H]2C[C@@]2(C[C@H]1C(=O)NC1=NC(=CC=C1C)Br)C